N-(2-(diethylamino)ethyl)-4-((6-oxopyrido[2,3-e]pyrrolo[1,2-a]pyrazin-5(6H)-yl)methyl)benzamide C(C)N(CCNC(C1=CC=C(C=C1)CN1C(C=2N(C3=C1N=CC=C3)C=CC2)=O)=O)CC